((4-(4-phenylindolin-1-yl)pyrido[3,2-d]pyrimidin-7-yl)methyl)-L-proline C1(=CC=CC=C1)C1=C2CCN(C2=CC=C1)C=1C2=C(N=CN1)C=C(C=N2)CN2[C@@H](CCC2)C(=O)O